CC1C(=C(C=2N(C=3C=CC=CC3C21)C2=CC=CC=C2)C)C 1,2,3-trimethyl-4-phenyl-1,4-dihydro-cyclopenta[b]indole